FC1=C(C(=CC=C1)F)NC(C1=C(C=C(C(=C1)F)N1N=C2N(C=CN=C2)C1=O)O[C@H](C(F)(F)F)C)=O N-(2,6-difluorophenyl)-5-fluoro-4-(3-oxo[1,2,4]triazolo[4,3-a]pyrazin-2(3H)-yl)-2-{[(2S)-1,1,1-trifluoropropan-2-yl]oxy}benzamide